acryloyloxydecyl phosphate P(=O)(OCCCCCCCCCCOC(C=C)=O)([O-])[O-]